Epoxybromobutan BrC1C(CC)O1